O[C@@H]1C[C@H]2[C@H](CCC3=C(O2)C=C(C=C3)C(=O)O)[C@H]1\C=C\C(C1(CCC1)C1=CC=CC=C1)O (1R,2R,3aS,10aR)-2-hydroxy-1-[(1E,3ξ)-3-hydroxy-3-(1-phenylcyclobutyl)-1-propen-1-yl]-2,3,3a,9,10,10a-hexahydro-1H-benzo[b]cyclopenta[f]oxepin-6-carboxylic acid